5,6-bis(2-chloro-4-hydroxyphenyl)-N-cyclohexyl-N-(4-methoxyphenyl)-7-oxabicyclo[2.2.1]hept-5-ene-2-sulfonamide ClC1=C(C=CC(=C1)O)C=1C2CC(C(C1C1=C(C=C(C=C1)O)Cl)O2)S(=O)(=O)N(C2=CC=C(C=C2)OC)C2CCCCC2